3-amino-N-(isoquinolin-6-yl)-2-(4-methyl-5,6-dihydropyridin-1(2H)-yl)propanamide NCC(C(=O)NC=1C=C2C=CN=CC2=CC1)N1CC=C(CC1)C